(3R,7R)-9-(1-(2-(cyclopropylamino)pyrimidin-5-yl)ethyl)-2-(3,4-dichlorobenzoyl)-3,7-dimethyl-1,2,3,4,8,9-hexahydropyrido[4',3':3,4]pyrazolo[1,5-a]pyrazin-10(7H)-one C1(CC1)NC1=NC=C(C=N1)C(C)N1C(C=2N([C@@H](C1)C)N=C1C2CN([C@@H](C1)C)C(C1=CC(=C(C=C1)Cl)Cl)=O)=O